ClC=1N=C2C(=NC1N(CC1=CC=C(C=C1)OC)CC1=CC=C(C=C1)OC)SC(=C2)C 2-chloro-N,N-bis[(4-methoxyphenyl)methyl]-6-methyl-thieno[2,3-b]pyrazin-3-amine